4H-[1,2,4]-triazole-3-thiol N=1N=C(NC1)S